(1R,2R,3S,3aR,8bS)-2-(5-(aminomethyl)-1,3,4-oxadiazol-2-yl)-6,8-dimethoxy-3a-(4-methoxyphenyl)-3-phenyl-1,2,3,3a-tetrahydro-8bH-cyclopenta[b]benzofuran-1,8b-diol NCC1=NN=C(O1)[C@H]1[C@H]([C@@]2([C@@](OC3=C2C(=CC(=C3)OC)OC)([C@@H]1C1=CC=CC=C1)C1=CC=C(C=C1)OC)O)O